FC(C(=O)NN[C@@H](CCCCN)C(=O)O)(F)F trifluoroacetamido-L-lysine